N-hydroxy-1-((4-(1-(hydroxyimino)ethyl)phenyl)sulfonyl)piperidine-2-carboxamide ONC(=O)C1N(CCCC1)S(=O)(=O)C1=CC=C(C=C1)C(C)=NO